1,12-dihydroxydodecane OCCCCCCCCCCCCO